3,3-dimethyl-4-(1-methyl-1H-pyrrolo[2,3-b]pyridin-4-yl)-7-((5-(piperazin-1-yl)pyridin-2-yl)amino)isoindoline-1-one CC1(NC(C2=C(C=CC(=C12)C1=C2C(=NC=C1)N(C=C2)C)NC2=NC=C(C=C2)N2CCNCC2)=O)C